N-(2,6-Dichlorophenyl)-4-(2-methoxyethoxy)-2-[(1-{[(3R)-1-methylpiperidin-3-yl]methyl}-1H-pyrazol-4-yl)amino]pyrimidine-5-carboxamide ClC1=C(C(=CC=C1)Cl)NC(=O)C=1C(=NC(=NC1)NC=1C=NN(C1)C[C@H]1CN(CCC1)C)OCCOC